3-(3,5-dichlorophenyl)-N-(4-methyl-3-(pyridin-4-yl)-1H-pyrazol-5-yl)propenamide ClC=1C=C(C=C(C1)Cl)C=CC(=O)NC1=C(C(=NN1)C1=CC=NC=C1)C